FC1=C(C=CC=C1CO)NC(=S)NC(C1=CC=CC=C1)=O N-((2-Fluoro-3-(hydroxymethyl)phenyl)carbamothioyl)benzamide